C(C)(C)(C)C1=CC2=C(C3=CC=C(C=C3C(=C2C=C1)OC(=O)C1C(CC(=CC1)C)C(=O)O)C(C)(C)C)OC(=O)C1C(CC(=CC1)C)C(=O)O 2,6-bis(tert-butyl)-9,10-bis[2-carboxy(4-methyl-4-cyclohexenyl)]carbonyloxyanthracene